N1C=CC2=CC=CC=C12 INDOLE